naphthalene sulphate S(=O)(=O)(O)O.C1=CC=CC2=CC=CC=C12